(6aR,7R,10aS)-4-(4-fluorophenyl)-7,10a-dimethyl-2-(2-methylpyridin-4-yl)-8-oxo-5,6,6a,7,8,10a-hexahydrobenzo[h]quinazoline-9-carboxamide FC1=CC=C(C=C1)C1=NC(=NC=2[C@]3([C@H](CCC12)[C@H](C(C(=C3)C(=O)N)=O)C)C)C3=CC(=NC=C3)C